FC(OC=1C=C(CNC(=O)NC2CC3(C2)CCC3)C=CC1)F 1-(3-Difluoromethoxy-benzyl)-3-spiro[3.3]hept-2-yl-urea